3-[7-(1H-pyrrolo[2,3-b]pyridin-4-yloxy)-2,3-dihydro-1H-inden-4-yl]-1-[3-(trifluoromethyl)phenyl]-2,4-imidazolidinedione N1C=CC=2C1=NC=CC2OC=2C=CC(=C1CCCC21)N2C(N(CC2=O)C2=CC(=CC=C2)C(F)(F)F)=O